[5-[(1R)-1-(3,5-dichloro-4-pyridinyl)ethoxy]-4-fluoro-1-tetrahydropyran-2-yl-indazol-3-yl]-2-fluoro-pyridine-3-carbonitrile ClC=1C=NC=C(C1[C@@H](C)OC=1C(=C2C(=NN(C2=CC1)C1OCCCC1)C1=C(C(=NC=C1)F)C#N)F)Cl